ClC1=C(C=CC=C1O)N1C=2N(C3=C(C1=O)C=NC(=N3)NC3=CC=C1C4(CNCC1=C3)CC4)C=CN2 6-(2-chloro-3-hydroxyphenyl)-2-(2',3'-dihydro-1'H-spiro[cyclopropane-1,4'-isoquinolin]-7'-ylamino)imidazo[1,2-a]pyrimido[5,4-e]pyrimidin-5(6H)-one